perfluoro ethylacrylate C(C)C(C(=O)OF)=C